1,10-Dihydropyrrolo[2,3-a]carbazole-3-carbaldehyde N1C=C(C=2C1=C1NC3=CC=CC=C3C1=CC2)C=O